CC1=C(C=CC(=C1C)Br)SC1=C(C(=C(C=C1)Br)C)C 2,3-dimethyl-4-bromophenyl sulfide